6-(2,4-dimethyl-1,3-thiazol-5-yl)-2-(3,3-difluoro-1-pyrido[2,3-d]pyrimidin-4-ylpiperidin-4-yl)methylpyridazin-3-one CC=1SC(=C(N1)C)C=1C=CC(N(N1)CC1C(CN(CC1)C=1C2=C(N=CN1)N=CC=C2)(F)F)=O